(S)-3-cyclopropyl-6a,7,9,10-tetrahydropyrazino[1,2-d]pyrido[3,2-b][1,4]oxazin C1(CC1)C1=CC=2OC[C@H]3N(C2N=C1)CCNC3